(1r,2R,3r,8S)-tert-butyl 4-(2-methoxy-2-oxoethyl)cubane-1-carboxylate COC(CC12C3C4C5(C(C14)C2C53)C(=O)OC(C)(C)C)=O